2-((6-bromo-3,5-dicyano-4-ethylpyridin-2-yl)thio)-2-phenylacetamide BrC1=C(C(=C(C(=N1)SC(C(=O)N)C1=CC=CC=C1)C#N)CC)C#N